ClC=1C=2N(C=CC1)C(=NN2)CNC=2C1=C(N=C(N2)OCC2(CC2)CN(C)C)CN(CC1)C1=CC=CC2=CC=CC(=C12)CC N-((8-chloro-[1,2,4]triazolo[4,3-a]pyridin-3-yl)methyl)-2-((1-((dimethylamino)methyl)cyclopropyl)methoxy)-7-(8-ethylnaphthalen-1-yl)-5,6,7,8-tetrahydropyrido[3,4-d]pyrimidin-4-amine